2-[4-(Chloromethyl)phenoxy]acetamide ClCC1=CC=C(OCC(=O)N)C=C1